C(C)(C)(C)OC(=O)N1CC2=CC=C(C=C2CC1)CO.[Cd].[He] Helium cadmium 6-(hydroxymethyl)-3,4-dihydroisoquinoline-2(1H)-carboxylic acid tert-butyl ester